ClC1=C(C(=NC(=N1)SC)N(C1=NN(C(=C1)C)CC1=CC=C(C=C1)OC)CC1=CC=C(C=C1)OC)C1CC1 6-chloro-5-cyclopropyl-N-(4-methoxybenzyl)-N-(1-(4-methoxybenzyl)-5-methyl-1H-pyrazol-3-yl)-2-(methylthio)pyrimidin-4-amine